OC(CO)C1=CC=C(C=C1)C=1C=C(C=CC1)[C@@H](C)NC(C1=C(C=CC(=C1)N1CCN(CC1)C)C)=O N-[(1R)-1-[3-[4-(1,2-Dihydroxyethyl)phenyl]phenyl]ethyl]-2-methyl-5-(4-methyl-piperazin-1-yl)benzamide